FC1=C(C=CC=C1F)[C@@H]1N(OCC1)C1=CC(=NC=N1)NC1=C(C=C(C=C1)N1CC(C(CC1)N1CCN(CC1)C)F)OC 6-((R)-3-(2,3-difluorophenyl)isoxazolidin-2-yl)-N-(4-(3-fluoro-4-(4-methylpiperazin-1-yl)piperidin-1-yl)-2-methoxy-phenyl)pyrimidin-4-amine